Cl.FC1CNC1 3-fluoroazetidine-HCl salt